4-(2-(4-aminopiperidin-1-yl)-6-(1-methyl-1H-indazol-7-yl)-5,6,7,8-tetrahydropyrido[4,3-d]pyrimidin-4-yl)-2-fluorobenzonitrile NC1CCN(CC1)C=1N=C(C2=C(N1)CCN(C2)C=2C=CC=C1C=NN(C21)C)C2=CC(=C(C#N)C=C2)F